1-(benzyloxy)heptadecan-9-yl 8-((2-((tert-butyldimethylsilyl)oxy)ethyl)(8-(nonyloxy)-8-oxooctyl)amino)octanoate [Si](C)(C)(C(C)(C)C)OCCN(CCCCCCCC(=O)OC(CCCCCCCCOCC1=CC=CC=C1)CCCCCCCC)CCCCCCCC(=O)OCCCCCCCCC